C(C)C1=NC=2C(=NC(=CC2C)C)N1CC1=C(C=C(C=C1)C1=CC(=CC=C1C=1N=NNN1)C1=CC=CC=C1)F 2-ethyl-3-((3-fluoro-6'-(2H-tetrazol-5-yl)-[1,1':3',1''-terphenyl]-4-yl)methyl)-5,7-dimethyl-3H-imidazo[4,5-b]pyridine